CN1CCC(CC1)N([C@@H](C)C(=O)[O-])P(=O)(OC1=CC=CC=C1)OC1=CC=C(C=C1)[N+](=O)[O-] 1-Methylpiperidin-4-yl((4-nitrophenoxy) (phenoxy)phosphoryl)-L-alaninate